CC=1NC2=C(C=C(C=C2C1)C=1SC=CN1)[N+](=O)[O-] 2-(2-methyl-7-nitro-1H-indol-5-yl)thiazole